tert-Butyl (S)-6-diazo-2-(3-(2-(dimethylamino)acetamido)propanamido)-5-oxohexanoate [N+](=[N-])=CC(CC[C@@H](C(=O)OC(C)(C)C)NC(CCNC(CN(C)C)=O)=O)=O